[Si](C1=CC=CC=C1)(C1=CC=CC=C1)(C(C)(C)C)OC=1C(=NC(=CC1)OC)CP(OCC)(OCC)=O diethyl ((3-((tert-butyldiphenylsilyl)oxy)-6-methoxypyridin-2-yl)methyl)phosphonate